methyl 3-isocyanatothiophene-2-carboxylate N(=C=O)C1=C(SC=C1)C(=O)OC